C(C#C)C1=CC=C(C[C@H](N)C(=O)O)C=C1 p-propargyl-phenylalanine